(E)-bis((9H-Fluoren-9-yl)methyl) (4-((tert-butyldiphenylsilyl)oxy)but-2-en-1-yl) phosphate P(=O)(OCC1C2=CC=CC=C2C=2C=CC=CC12)(OCC1C2=CC=CC=C2C=2C=CC=CC12)OCC=CCO[Si](C1=CC=CC=C1)(C1=CC=CC=C1)C(C)(C)C